C[C@@H](CO)NC(=O)[C@H]1CN([C@@H]2CC3=CNC4=CC=CC(=C34)C2=C1)C The molecule is a monocarboxylic acid amide that is lysergamide in which one of the hydrogens attached to the amide nitrogen is substituted by a 1-hydroxypropan-2-yl group (S-configuration). An ergot alkaloid that has a particularly powerful action on the uterus, its maleate (and formerly tartrate) salt is used in the active management of the third stage of labour, and to prevent or treat postpartum of postabortal haemorrhage caused by uterine atony: by maintaining uterine contraction and tone, blood vessels in the uterine wall are compressed and blood flow reduced. It has a role as an oxytocic, a diagnostic agent, a toxin and a fungal metabolite. It is an ergot alkaloid, a monocarboxylic acid amide, a primary alcohol, a tertiary amino compound, an organic heterotetracyclic compound and a secondary amino compound. It derives from a hydride of an ergoline.